(±)-N-(9-(3-Oxa-9-azaspiro[5.5]undecan-9-yl)-5,6-dihydro-4H-benzo[f]imidazo[1,2-a]azepin-4-yl)-1-benzyl-1H-pyrazole-3-carboxamide C1COCCC12CCN(CC2)C2=CC1=C(CC[C@H](C=3N1C=CN3)NC(=O)C3=NN(C=C3)CC3=CC=CC=C3)C=C2 |r|